((((1-hydroxy-2,2,6,6-tetramethylpiperidin-4-yl) oxy) carbonyl) amino) pentanoate C(CCCC)(=O)ONC(=O)OC1CC(N(C(C1)(C)C)O)(C)C